N[C@@H]1CN(CC1)C(=O)C=1SC(=CC1COC)C1=CC=C(C=C1)C1CCN(CC1)C(C)C (S)-(3-aminopyrrolidin-1-yl)(5-(4-(1-isopropylpiperidin-4-yl)phenyl)-3-(methoxymethyl)thiophen-2-yl)methanone